ClC1=NC=NC2=C1N(C=1C=CC(=CC21)N2CCN(CC2)C)CC(F)(F)F 4-chloro-8-(4-methylpiperazin-1-yl)-5-(2,2,2-trifluoroethyl)-5H-pyrimido[5,4-b]indole